N-Ethyl-N-[(E)-(1-Hydroxy-3H-2,1-benzoxaborol-5-yl)methylenamino]-2-methylsulfanyl-thiazolo[4,5-d]pyrimidin-7-amin Hydrochlorid Cl.C(C)N(C=1C2=C(N=CN1)N=C(S2)SC)/N=C/C=2C=CC1=C(COB1O)C2